N-(3-amino-2,2-dimethyl-3-oxopropyl)-2-methyl-5-((4-methylthiazol-5-yl)methoxy)benzofuran NC(C(CN1CSC(=C1C)COC=1C=CC2=C(C=C(O2)C)C1)(C)C)=O